(2S)-2-amino-3-[(3S)-2-oxopyrrolidin-3-yl]propanamide N[C@H](C(=O)N)C[C@H]1C(NCC1)=O